N[C@H](C(=O)OC(CCCCCCC\C=C/CCCCCCCC)CCCCCCCC\C=C/CCCCCCCC)C(C)OC(C)(C)C (9Z,27Z)-hexatriacont-9,27-dien-18-yl (2S)-2-amino-3-(tert-butoxy)butanoate